(5-(pyrazolo[1,5-a]pyridin-7-yl)pyridin-2-yl)cyclopentane-1,3-diamine N1=CC=C2N1C(=CC=C2)C=2C=CC(=NC2)C2(CC(CC2)N)N